CC1=CC(=NN1C1=CC=C(CC=2NC=CC2C2=C(C=CC=C2)OC)C=C1)C(F)(F)F (4-(5-methyl-3-(trifluoromethyl)-1H-pyrazol-1-yl)benzyl)-3-(2-methoxyphenyl)pyrrole